trimethyl-ammonium (4-((S)-2-((S)-2-((methoxycarbonyl)amino)-3-phenylpropanamido)-2-(2-(thiophen-2-yl)thiazol-4-yl)ethyl)-phenyl)sulfamate COC(=O)N[C@H](C(=O)N[C@@H](CC1=CC=C(C=C1)NS([O-])(=O)=O)C=1N=C(SC1)C=1SC=CC1)CC1=CC=CC=C1.C[NH+](C)C